methyl(ethyl)carbamic chloride CN(C(=O)Cl)CC